2-amino-6-bromo-1-(3-hydroxy-2,6-dimethylphenyl)-5-methyl-1H-pyrrolo[2,3-b]pyridine-3-carbonitrile NC1=C(C=2C(=NC(=C(C2)C)Br)N1C1=C(C(=CC=C1C)O)C)C#N